(2R,4R)-4-((3-fluoro-6-((5-methyl-1H-pyrazol-3-yl)amino)-4-(1-methylazetidin-3-yl)pyridin-2-yl)methyl)-2-methyl-1-((2-(trifluoro-methyl)phenyl)sulfonyl)piperidine-4-carboxylic acid FC=1C(=NC(=CC1C1CN(C1)C)NC1=NNC(=C1)C)C[C@@]1(C[C@H](N(CC1)S(=O)(=O)C1=C(C=CC=C1)C(F)(F)F)C)C(=O)O